FC1CCOC1 4-fluorotetrahydrofuran